8-acetyl-6-fluoro-3-methyl-2-(4-methyltetrahydropyran-4-yl)quinazolin-4-one C(C)(=O)C=1C=C(C=C2C(N(C(=NC12)C1(CCOCC1)C)C)=O)F